1-(2-(6-chloro-2-((tetrahydro-2H-pyran-4-yl)oxy)pyrimidin-4-yl)-2,7-diazaspiro[3.5]nonan-7-yl)ethane-1-one Copper-Nickel-Gold [Au].[Ni].[Cu].ClC1=CC(=NC(=N1)OC1CCOCC1)N1CC2(C1)CCN(CC2)C(C)=O